COC1=NC=CC=C1C=1C=NN2C1N=C(C=C2)N2CC=1C=CN(C(C1CC2)=O)CC(C)(C)C 6-(3-(2-methoxypyridin-3-yl)pyrazolo[1,5-a]pyrimidin-5-yl)-2-neopentyl-5,6,7,8-tetrahydro-2,6-naphthyridin-1(2H)-one